(R)-N-(6,8-dimethylisoquinolin-1-yl)-5-(5-methyl-1,3,4-thiadiazol-2-yl)-N-(piperidin-3-yl)picolinamide CC=1C=C2C=CN=C(C2=C(C1)C)N(C(C1=NC=C(C=C1)C=1SC(=NN1)C)=O)[C@H]1CNCCC1